N-(2,2,2-trichloroethoxycarbonyl)-O-benzylthreonine ClC(COC(=O)N[C@@H]([C@H](OCC1=CC=CC=C1)C)C(=O)O)(Cl)Cl